Imidazo[2,1-b]Thiazole dihydrochloride Cl.Cl.S1C=2N(C=C1)C=CN2